2-(3-bromophenyl)-7-((2-hydroxyethyl)sulfonyl)-5,5-dimethyl-2-(methyl-d3)heptanoic acid BrC=1C=C(C=CC1)C(C(=O)O)(CCC(CCS(=O)(=O)CCO)(C)C)C([2H])([2H])[2H]